(3aR,5s,6aS)-2-(tetrahydropyran-4-ylmethyl)-N-[6-(3-thienyl)pyridazin-3-yl]-3,3a,4,5,6,6a-hexahydro-1H-cyclopenta[c]pyrrol-5-amine O1CCC(CC1)CN1C[C@@H]2[C@H](C1)CC(C2)NC=2N=NC(=CC2)C2=CSC=C2